OC(CC=C(C(=O)O)C)CCCC.C(C(=C)C)(=O)OCCO 2-hydroxyethyl methacrylate (2-hydroxyhexyl methacrylate)